CC1=CC(=NC=N1)N1C[C@H]2CC[C@@H](C1)C2NC(OC(C)(C)C)=O tert-butyl N-[(1R,5S,8S)-3-(6-methylpyrimidin-4-yl)-3-azabicyclo[3.2.1]octan-8-yl]carbamate